FC=1C=NN(C1)C1=CC=C(C=N1)[C@H](C)N1CC(NC2(C1=O)CCNCC2)=O (S)-4-(1-(6-(4-fluoro-1H-pyrazol-1-yl)pyridin-3-yl)ethyl)-1,4,9-triazaspiro[5.5]undecane-2,5-dione